methyl (E)-[2-methyl-4-[3-(4-methylsulfanylphenyl)-3-[4-[3-(pyrazol-1-yl)propynyl]phenyl]allyloxy]-phenoxy]acetate CC1=C(OCC(=O)OC)C=CC(=C1)OC\C=C(/C1=CC=C(C=C1)C#CCN1N=CC=C1)\C1=CC=C(C=C1)SC